tert-butyl ((S)-1-((R)-3-(2-(4-(4-fluorophenyl)piperazin-1-yl)ethyl)-1-oxo-2,8-diazaspiro[4.5]decan-8-yl)-1-oxopropan-2-yl)carbamate FC1=CC=C(C=C1)N1CCN(CC1)CC[C@@H]1NC(C2(C1)CCN(CC2)C([C@H](C)NC(OC(C)(C)C)=O)=O)=O